NCC=1C(=C(C(=CC1)C(F)(F)F)C1=NC(=C(C(N1)=O)F)C)F 2-[3-(aminomethyl)-2-fluoro-6-(trifluoromethyl)phenyl]-5-fluoro-6-methylpyrimidine-4(3H)-one